6-((2-(1-(cyclopropylsulfonyl)-1H-pyrazol-4-yl)pyrimidin-4-yl)amino)-4-(isopropylamino)-N-(3-(4-(4-methylpiperazin-1-yl)piperidin-1-yl)-5-(methylsulfonyl)phenyl)nicotinamide C1(CC1)S(=O)(=O)N1N=CC(=C1)C1=NC=CC(=N1)NC1=NC=C(C(=O)NC2=CC(=CC(=C2)S(=O)(=O)C)N2CCC(CC2)N2CCN(CC2)C)C(=C1)NC(C)C